ClC1=C(C=C(C=C1)NC(=O)N1C2CC(CC1(C2)CC(=O)O)C)N2N=CC=N2 2-(6-((4-chloro-3-(2H-1,2,3-triazol-2-yl)phenyl)carbamoyl)-3-methyl-6-azabicyclo[3.1.1]heptan-1-yl)acetic acid